1-chloro-4-methyl-1,4-disilacyclohexane Cl[SiH]1CC[SiH](CC1)C